N-(4-(chlorodifluoromethoxy)phenyl)-1-isopropyl-3,3-dimethyl-7-(1H-pyrazol-5-yl)indoline-5-carboxamide ClC(OC1=CC=C(C=C1)NC(=O)C=1C=C2C(CN(C2=C(C1)C1=CC=NN1)C(C)C)(C)C)(F)F